O1CC[C@@H](C2=CC=CC=C12)NC(=O)C=1C=C(C=CC1)[C@@H](CCC)N1C(N[C@@](CC1=O)(C1=CC=CC=C1)CC1CC1)=[NH2+] [(4S)-1-[(1R)-1-[3-[[(4S)-chroman-4-yl]carbamoyl]phenyl]butyl]-4-(cyclopropylmethyl)-6-oxo-4-phenyl-hexahydropyrimidin-2-ylidene]ammonium